(3-FLUORO-4-FORMYL-PHENYL)-CARBAMIC ACID TERT-BUTYL ESTER C(C)(C)(C)OC(NC1=CC(=C(C=C1)C=O)F)=O